C1ONCCCC1 (2,3)-oxazepan